N1-((S)-1-(((S)-4-hydroxy-3-oxo-1-((S)-2-oxopiperidin-3-yl)butan-2-yl)amino)-4,4-dimethyl-1-oxopentan-2-yl)-N2-(2-(trifluoromethyl)phenyl)oxalamide OCC([C@H](C[C@H]1C(NCCC1)=O)NC([C@H](CC(C)(C)C)NC(C(=O)NC1=C(C=CC=C1)C(F)(F)F)=O)=O)=O